1-(diethylamino)-2-{1-[2-(diethylamino)ethyl]cyclohexyl}ethane 1-((2-(trimethylsilyl)ethoxy)methyl)-1H-indole-2-carboxylate C[Si](CCOCN1C(=CC2=CC=CC=C12)C(=O)O)(C)C.C(C)N(CCC1(CCCCC1)CCN(CC)CC)CC